2-(5,6-dichloro-3-oxo-2,3-dihydro-1H-inden-1-ylidene)malononitrile ClC=1C=C2C(CC(C2=CC1Cl)=C(C#N)C#N)=O